2-(benzyl-(2-bromo-3-phenylallyl)amino)pent-4-enoic acid methyl ester COC(C(CC=C)N(CC(=CC1=CC=CC=C1)Br)CC1=CC=CC=C1)=O